Tert-butyl (3-(1-((tert-butylsulfinyl)amino)-2,2,2-trifluoroethyl)bicyclo[1.1.1]pentan-1-yl)carbamate C(C)(C)(C)S(=O)NC(C(F)(F)F)C12CC(C1)(C2)NC(OC(C)(C)C)=O